OCC1=CC=C(C[N+]2=NOC(=C2)[N-]C(NC2=CC(=CC(=C2)C(F)(F)F)NC(CC2=CC=CC=C2)=O)=O)C=C1 (3-(4-(Hydroxymethyl)benzyl)-1,2,3-oxadiazol-3-ium-5-yl)((3-(2-phenylacetamido)-5-(trifluoromethyl)phenyl)carbamoyl)amide